FC(C1=CC=C(C=N1)CC(=O)NC1=NNC(=C1)[C@H]1C[C@H](CC1)N(C([O-])=O)C[C@@H]1C[C@H](C1)O)(F)F (1S,3R)-3-[3-({[6-(trifluoromethyl)pyridin-3-yl]acetyl}amino)-1H-pyrazol-5-yl]cyclopentyl[(trans-3-hydroxycyclobutyl)methyl]-carbamate